S-(2-(((benzyloxy)carbonyl)amino)but-3-yn-1-yl) benzothioate C(C1=CC=CC=C1)(SCC(C#C)NC(=O)OCC1=CC=CC=C1)=O